(S)-2-(5-(tert-butyl)oxazole-4-carboxamido)-4-((2-ethoxyethyl)(4-(5,6,7,8-tetrahydro-1,8-naphthyridin-2-yl)butyl)amino)butanoic acid C(C)(C)(C)C1=C(N=CO1)C(=O)N[C@H](C(=O)O)CCN(CCCCC1=NC=2NCCCC2C=C1)CCOCC